1-ADAMANTANECARBOXALDEHYDE C12(CC3CC(CC(C1)C3)C2)C=O